C(C1=CC=CC=C1)O[C@@H]1[C@H](O[C@@H]([C@H]([C@H]1OCC1=CC=CC=C1)OCC1=CC=CC=C1)OC1=CC=CC=C1)CCP 2-[(2R,3R,4S,5S,6R)-3,4,5-tribenzyloxy-6-phenoxy-tetrahydropyran-2-yl]ethylphosphane